tert-butyl N-[2-[[2-[4-[(2Z)-2-[1-difluoroboranyl-3-(4-methoxyphenyl)-5-phenyl-pyrrol-2-yl]imino-5-phenyl-pyrrol-3-yl]phenoxy]acetyl]amino]ethyl]carbamate FB(N1C(=C(C=C1C1=CC=CC=C1)C1=CC=C(C=C1)OC)\N=C\1/N=C(C=C1C1=CC=C(OCC(=O)NCCNC(OC(C)(C)C)=O)C=C1)C1=CC=CC=C1)F